ClC1=C(C=CC=C1NC=1C(=NC(=CC1)C)OC)[C@@]1(CC(N(C(N1)=N)C1CCOCC1)=O)C (6S)-6-{2-Chloro-3-[(2-methoxy-6-methylpyridin-3-yl)-amino]phenyl}-2-imino-6-methyl-3-(tetrahydropyran-4-yl)hexahydropyrimidin-4-one